N1N=CC=C1NC=1C=C(CNCCCCOCCNC2=C3C=NNC3=CC(=C2)C=2C=C(N=NC2)O)C=C(C1)OC(F)(F)F 5-(4-((2-(4-((3-((1H-pyrazol-5-yl)amino)-5-(trifluoromethoxy)benzyl)amino)butoxy)ethyl)amino)-1H-indazol-6-yl)pyridazin-3-ol